3-[(3R,9aS)-8-[2-Chloro-3-(4-fluoro-1H-pyrazol-3-yl)benzoyl]-3,4,6,7,9,9a-hexahydro-1H-pyrazino[2,1-c][1,4]oxazin-3-yl]-5-chloro-1H-pyridin-2-on ClC1=C(C(=O)N2C[C@H]3CO[C@@H](CN3CC2)C=2C(NC=C(C2)Cl)=O)C=CC=C1C1=NNC=C1F